BrC1=CC=C(C=C1)C=1C(=NC2(N1)CCNCC2)/C=C/C=2OC(=NN2)C=2C=NC1=CC=CC=C1C2 (E)-2-(2-(3-(4-bromophenyl)-1,4,8-triazaspiro[4.5]decan-1,3-dien-2-yl)vinyl)-5-(quinolin-3-yl)-1,3,4-oxadiazole